OC1=NC2=CC(=CC(=C2C=C1C=1C=NC=CC1)C(C)=O)C 1-(2-hydroxy-7-methyl-3-(pyridin-3-yl)quinolin-5-yl)ethan-1-one